C12CN(CC(N1)C2)C=2N(C(C1=C(N2)NC=C1C1=C(C2=CN(N=C2C=C1)C)Cl)=O)C 2-(3,6-diaza-bicyclo[3.1.1]heptan-3-yl)-5-(4-chloro-2-methyl-2H-indazol-5-yl)-3-methyl-3,7-dihydro-4H-pyrrolo[2,3-d]pyrimidin-4-one